3-(2,4-dioxotetrahydropyrimidin-1(2H)-yl)-4-fluorobenzoic acid O=C1N(CCC(N1)=O)C=1C=C(C(=O)O)C=CC1F